(±)-tert-butyl ((3S)-1-(4-amino-2-((methylsulfinyl)methyl)phenyl)pyrrolidin-3-yl)carbamate NC1=CC(=C(C=C1)N1C[C@H](CC1)NC(OC(C)(C)C)=O)C[S@](=O)C |&1:21|